C(CC)NCCCC(=O)O 4-(PROPYLAMINO)BUTANOIC ACID